P(O)(=O)(OP(=O)(O)OP(=O)(O)O)OC[C@@H]1[C@H](C([C@@H](O1)N1C(=O)NC(=O)C(C)=C1)F)O.ClC1=NN=C(C2=CC=C(C=C12)N1CCN(CC1)C)C chloro-1-methyl-6-(4-methylpiperazin-1-yl)phthalazine 2'-Fluorothymidine-5'-triphosphate